3-(4-Chloropyrimidin-2-yl)oxetan-3-ol ClC1=NC(=NC=C1)C1(COC1)O